OCC1(C(C(CC1)O)O)C=C 3-(Hydroxymethyl)-3-vinylcyclopentane-1,2-diol